FC=1C=C(C=CC1OC1=CC=NC2=CC(=C(C=C12)OC)OCCCN1CC(C1)CO)NC(=O)C1=C2C(=CN(C1=O)C1=CC=C(C=C1)F)CCO2 N-(3-fluoro-4-((7-(3-(3-(hydroxymethyl)azetidin-1-yl)propoxy)-6-methoxyquinolin-4-yl)oxy)phenyl)-5-(4-fluorophenyl)-6-oxo-2,3,5,6-tetrahydrofuro[3,2-c]pyridine-7-carboxamide